(2-(5-fluoropyrimidin-2-yl)phenyl)((1S,4R,6R)-6-((5-(trifluoromethyl)pyridin-2-yl)oxy)-2-azabicyclo[2.2.1]heptan-2-yl)methanone FC=1C=NC(=NC1)C1=C(C=CC=C1)C(=O)N1[C@@H]2[C@@H](C[C@H](C1)C2)OC2=NC=C(C=C2)C(F)(F)F